C(C1=CC=CC=C1)OC1=CC(=C(C=C1)O)OC 4-(benzyloxy)-2-methoxyphenol